CC1=NC=CC(=C1)NC1=CC=C(C=C1)NC(=O)C1=CC=C(C=C1)NC1=CC=NC2=CC=C(C=C12)C(=O)O 4-((4-((4-((2-methylpyridin-4-yl)amino)phenyl)carbamoyl)phenyl)amino)quinoline-6-carboxylic acid